acryl-propyl-trimethyl-ammonium chloride [Cl-].C(=O)(C=C)C[N+](C)(C)CCC